CN(C(OC1=CC=C2C(=C(C(OC2=C1)=O)CC1=C(C(=CC=C1)NS(NC)(=O)=O)F)CN(C)CC(F)F)=O)C 4-(((2,2-difluoroethyl)(methyl)amino)methyl)-3-(2-fluoro-3-((N-methylsulfamoyl)amino)benzyl)-2-oxo-2H-chromen-7-yl dimethylcarbamate